(1S,2R)-2-(((S)-(4-isopropylphenyl)(phenyl)methyl)carbamoyl)cyclopentane-1-carboxylic acid C(C)(C)C1=CC=C(C=C1)[C@H](C1=CC=CC=C1)NC(=O)[C@H]1[C@H](CCC1)C(=O)O